P(=O)(OCN1N=CC(=C1)C=1SC=C(N1)C(NC=1C(=NN(C1)C1CCC(CC1)OCC)C1=NC=CC=N1)=O)(O)[O-] (4-(4-((1-((1r,4r)-4-ethoxycyclohexyl)-3-(pyrimidin-2-yl)-1H-pyrazol-4-yl)carbamoyl)thiazol-2-yl)-1H-pyrazol-1-yl)methyl hydrogen phosphate